1-(2-bromo-4-fluorophenyl)-3-(2-methyl-6-oxo-1,6-dihydropyridin-3-yl)-6-(trifluoromethyl)-2,3-dihydroquinazolin-4(1H)-one BrC1=C(C=CC(=C1)F)N1CN(C(C2=CC(=CC=C12)C(F)(F)F)=O)C1=C(NC(C=C1)=O)C